3-methyl-3-pyridin-2-yl-3,4-dihydro-2H-1,4-benzoxazin-5-amine CC1(COC=2C(N1)=C(C=CC2)N)C2=NC=CC=C2